6-oxo-1,6-dihydropyridine-3-carboxamide hydrochloride Cl.O=C1C=CC(=CN1)C(=O)N